C([C@@H]1[C@H]([C@@H]([C@H]([C@H](O1)O)[NH3+])O)O[C@H]2[C@@H]([C@H]([C@@H]([C@H](O2)C(=O)[O-])O)O)O)O The molecule is a zwitterion derived from heparosan D-glucuronic acid. It is the major microspecies at pH 7.3 (according to Marvin v 6.2.0.). It is a tautomer of a heparosan D-glucuronic acid.